C(C)(C)(C)OC(=O)N(C(CC(=O)OC(C)(C)C)C(=O)N(C)C)C Tert-butyl 3-((tert-butoxycarbonyl) (methyl) amino)-4-(dimethylamino)-4-oxobutanoate